C(C1=CC=CC=C1)(C1=CC=CC=C1)N[C@@H]1CO[C@@H](OC1)C(=O)N1[C@H](C2=CC=CC=C2CC1)C1=CC=C(C=C1)F (cis-5-(benzhydrylamino)-1,3-dioxan-2-yl)((S)-1-(4-fluorophenyl)-3,4-dihydroisoquinolin-2(1H)-yl)methanone